7-(4-bromo-3-chloro-benzoyl)-2-(4-methoxyphenyl)-3-oxo-N-[rac-(1R)-1-(4-bromophenyl)ethyl]-6,8-dihydro-5H-imidazo[1,5-a]pyrazine-1-carboxamide BrC1=C(C=C(C(=O)N2CC=3N(CC2)C(N(C3C(=O)N[C@H](C)C3=CC=C(C=C3)Br)C3=CC=C(C=C3)OC)=O)C=C1)Cl |r|